2-(1-Fluorocyclopropyl)-N-(6-methyl-5-(7-(methylamino)-1,6-naphthyridin-3-yl)pyridin-3-yl)isonicotinamide FC1(CC1)C=1C=C(C(=O)NC=2C=NC(=C(C2)C=2C=NC3=CC(=NC=C3C2)NC)C)C=CN1